1-((4-(5-(3-cyano-4-isopropyloxyphenyl)-1,2,4-oxadiazol-3-yl)naphthalen-1-yl)methyl)piperidin-4-carboxylic acid C(#N)C=1C=C(C=CC1OC(C)C)C1=NC(=NO1)C1=CC=C(C2=CC=CC=C12)CN1CCC(CC1)C(=O)O